COC(=O)C1N(CCC(C1)Br)C(=O)OC(C)(C)C 4-bromopiperidine-1,2-dicarboxylic acid 1-tert-butyl ester 2-methyl ester